C(C(C)C)C1=CC=C(C=C1)[C@H](C(=O)OCCCC[SiH](CCC[Si](C)(C)C)C1=CC=CC=C1)C 4-(Phenyl(3-(trimethylsilyl)propyl)silyl)butyl (2R)-2-(4-isobutylphenyl)propanoate